COC1=C(C=CC(=C1)OC)CN1CC(N(C(C1)(C)C)CC)(C)C 4-[(2,4-dimethoxyphenyl)methyl]-1-ethyl-2,2,6,6-tetramethyl-piperazine